4-fluoro-1H-benzene FC1=CCCC=C1